NC1=NC(=NC(=N1)N)C(CCCCC)C(C1=C(N=C(N1)C1=CC=CC=C1)CO)O 1-(4,6-diamino-s-triazin-2-yl)hexyl-2-phenyl-4,5-dihydroxymethylimidazole